1-(5-chloro-4-(5,5-dimethyl-5,6-dihydro-4H-pyrrolo[1,2-b]pyrazol-3-yl)pyridin-2-yl)-3-((1r,4r)-4-((2-methoxyethyl)(methyl)amino)cyclohexyl)urea ClC=1C(=CC(=NC1)NC(=O)NC1CCC(CC1)N(C)CCOC)C1=C2N(N=C1)CC(C2)(C)C